3-amino-4,4-dimethylvaleric acid methyl ester hydrochloride Cl.COC(CC(C(C)(C)C)N)=O